(4-(2-aminooxazolo[4,5-c]pyridin-7-yl)-1,4-oxazepan-7-yl)((S)-6,8-dichloro-1-methyl-3,4-dihydroisoquinolin-2(1H)-yl)methanone NC=1OC2=C(C=NC=C2N2CCOC(CC2)C(=O)N2[C@H](C3=C(C=C(C=C3CC2)Cl)Cl)C)N1